NC=1C=CC2=C(O[C@@H](C(N2CC2=NC(=CC=C2)OC(F)(F)F)=O)C)C1 (R)-7-amino-2-methyl-4-((6-(trifluoromethoxy)pyridin-2-yl)methyl)-2H-benzo[b][1,4]oxazin-3(4H)-one